6-[(7S)-2-{3-[4-(3-Ethoxypyridin-2-yl)phenyl]-1H-pyrazolo[3,4-b]pyridin-5-yl}-6,7,8,9-tetrahydro-5H-benzo[7]annulen-7-yl]-3-oxa-6-azabicyclo[3.1.1]heptane C(C)OC=1C(=NC=CC1)C1=CC=C(C=C1)C1=NNC2=NC=C(C=C21)C=2C=CC1=C(CC[C@H](CC1)N1C3COCC1C3)C2